ClC1=C(C(=O)OCCCN2CCOCC2)C=CC(=C1)NC(=O)C1=NN2C(N=CC=C2C2=CC(=C(C=C2)OC)OC)=C1 3-morpholinopropyl 2-chloro-4-(7-(3,4-dimethoxyphenyl)pyrazolo[1,5-a]pyrimidine-2-carboxamido)benzoate